C(C)(C)(C)C=1C=CC=2NC3=CC=C(C=C3C2C1)C(C)(C)C 3,6-di(tert-butyl)carbazole